C(C)OC1=NN=C(S1)COC1=CC=CC(=N1)C1=CC(=C(CC2=NC3=C(N2CCOC)C(=C(C=C3)C(=O)O)F)C=C1F)F 2-(4-(6-((5-ethoxy-1,3,4-thiadiazol-2-yl)methoxy)pyridin-2-yl)-2,5-difluorobenzyl)-7-fluoro-1-(2-methoxyethyl)-1H-benzo[d]imidazole-6-carboxylic acid